2-hydroxy-N,N-dimethyl-N-(oxiran-2-ylmethyl)ethan-1-aminium OCC[N+](CC1OC1)(C)C